2-(3,4-Dimethoxyphenyl)-1,4-dimethyl-6-(piperidin-4-yl)-1H-benzo[d]imidazole dihydrochloride Cl.Cl.COC=1C=C(C=CC1OC)C1=NC2=C(N1C)C=C(C=C2C)C2CCNCC2